N2-(2-methoxy-4-(1-methyl-1H-pyrazol-4-yl)phenyl)-N8-(oxetan-3-yl)pyrido[3,4-d]pyrimidine-2,8-diamine COC1=C(C=CC(=C1)C=1C=NN(C1)C)NC=1N=CC2=C(N1)C(=NC=C2)NC2COC2